NC1=C(C(=C(C=N1)NC(C(=O)N1[C@@H](CCC[C@@H]1C1=CC=CC=C1)C)=O)C)C N-(6-amino-4,5-dimethyl-3-pyridyl)-2-[(2R,6R)-2-methyl-6-phenyl-1-piperidyl]-2-oxo-acetamide